tert-Butyl 4-(1-(4-fluorophenyl)-2-(2,2,2-trifluoroethoxy)ethyl)piperidine-1-carboxylate FC1=CC=C(C=C1)C(COCC(F)(F)F)C1CCN(CC1)C(=O)OC(C)(C)C